3,6-dibromo-2-(8-methyl-[1,2,4]triazolo[1,5-a]pyridin-6-yl)-9H-carbazole BrC=1C(=CC=2NC3=CC=C(C=C3C2C1)Br)C=1C=C(C=2N(C1)N=CN2)C